BrC=1C=2N(C=C(C1)SCC)N=CC2C#N 4-bromo-6-(ethylsulfanyl)pyrazolo[1,5-a]pyridine-3-carbonitrile